COC1=C(C=C(C=C1)N1C=NC(=C1)N)C(F)(F)F 1-(4-methoxy-3-(trifluoromethyl)phenyl)-1H-imidazol-4-amine